FC=1C(=C(C=CC1F)[C@@H]1[C@H](O[C@@H]([C@@H]1C)C(F)(F)F)C(=O)NC1=CC(=NC=C1)C(=O)N)OC |o1:8,9,11,12| rel-(2S,3R,4R,5S)-4-[[3-(3,4-difluoro-2-methoxy-phenyl)-4-methyl-5-(trifluoromethyl)tetrahydrofuran-2-carbonyl]amino]pyridine-2-carboxamide